n-Hexanoat C(CCCCC)(=O)[O-]